5-[[3-ethoxycarbonyl-6-(trifluoromethoxy)-4-quinolinyl]amino]thiazole-4-carboxylic acid C(C)OC(=O)C=1C=NC2=CC=C(C=C2C1NC1=C(N=CS1)C(=O)O)OC(F)(F)F